diphenyl-(4-phenylthiophenyl)sulfonium hexafluorophosphate Quinolin-8-ylmethyl-(S)-3-cyclopropyl-2-(2-((S)-1-(2,3-difluorobenzyl)-5-oxopyrrolidin-2-yl)acetamido)propanoate N1=CC=CC2=CC=CC(=C12)COC([C@H](CC1CC1)NC(C[C@H]1N(C(CC1)=O)CC1=C(C(=CC=C1)F)F)=O)=O.F[P-](F)(F)(F)(F)F.C1(=CC=CC=C1)[S+](C1=CC=C(C=C1)SC1=CC=CC=C1)C1=CC=CC=C1